1-[1-(Methoxymethyl)cyclohexyl]-N-methylmethaneamine hydrochloride Cl.COCC1(CCCCC1)CNC